5-(4-(2-hydroxypropan-2-yl)-2-azabicyclo[2.1.1]hexan-2-yl)-2-(trifluoromethyl)pyridin OC(C)(C)C12CN(C(C1)C2)C=2C=CC(=NC2)C(F)(F)F